5-(2-(diisopropylcarbamoyl)-4-fluorophenoxy)pyrimidine C(C)(C)N(C(=O)C1=C(OC=2C=NC=NC2)C=CC(=C1)F)C(C)C